C(CC)C(CCC)OC(=O)N1C(CCC1C)C N-(1-propylbutoxycarbonyl)-2,5-dimethylpyrrolidine